CN1N=CC=C1C(=O)N[C@H](C(NC1=CC=C(C=C1)C1=CNC(C=C1)=O)=O)C(C1=CC=CC=C1)C1=CC=CC=C1 (S)-1-methyl-N-(1-oxo-1-((4-(6-oxo-1,6-dihydropyridin-3-yl)phenyl)amino)-3,3-diphenylpropan-2-yl)-1H-pyrazole-5-carboxamide